9-Octadecene-1,12-diol C(CCCCCCCC=CCC(CCCCCC)O)O